FC1(CC(C1)CN1C(C(C(C1)C1=CC(=CC=C1)C(F)(F)F)C(=O)NC1=C(C=CC=C1)F)=O)F 1-((3,3-difluorocyclobutyl)methyl)-N-(2-fluorophenyl)-2-oxo-4-(3-(trifluoromethyl)phenyl)pyrrolidine-3-carboxamide